7-methoxy-3-{6-[4-(1-methyl-1H-pyrazol-4-yl)-benzyloxy]-pyrimidin-4-yl}-imidazo[1,2-a]pyridine COC1=CC=2N(C=C1)C(=CN2)C2=NC=NC(=C2)OCC2=CC=C(C=C2)C=2C=NN(C2)C